7-[4-(2,3-dihydro-1,4-benzodioxin-2-yl)benzyl]-5,6,7,8-tetrahydro[1,2,4]triazolo[4,3-a]pyrazine O1C(COC2=C1C=CC=C2)C2=CC=C(CN1CC=3N(CC1)C=NN3)C=C2